CNC(C1=C(C=CC=C1)SC1=CC=C2C(=NNC2=C1)\C=C\C1=CC(=CC=C1)OCCN1CCCC1)=O N-methyl-2-({3-[(E)-2-{3-[2-(pyrrolidin-1-yl)ethoxy]phenyl}vinyl]-1H-indazol-6-yl}thio)benzamide